O(CC)[Si] ethoxyl-silicon